N-((1,2,3,5,6,7-hexahydro-s-indacen-4-yl)carbamoyl)-1-hydroxy-3,3-dimethyl-1,3-dihydrobenzo[c][1,2]oxaborole-6-sulfonamide C1CCC2=C(C=3CCCC3C=C12)NC(=O)NS(=O)(=O)C=1C=CC2=C(B(OC2(C)C)O)C1